7-((1R,3R)-3-(6-(trifluoromethyl)pyridin-3-yl)cyclopentyl)-2-thia-7-azaspiro[3.5]nonane 2,2-dioxide FC(C1=CC=C(C=N1)[C@H]1C[C@@H](CC1)N1CCC2(CS(C2)(=O)=O)CC1)(F)F